3-acrylamidophenylboronic acid-N,N-dimethylacrylamide CN(C(C=C)=O)C.C(C=C)(=O)NC=1C=C(C=CC1)B(O)O